[C@H]12CN(C[C@H](CC1)O2)C=2C1=C(N=C(N2)N2CCOCC2)C(=C(N=C1)C1=CC(=CC2=CC=C(C(=C12)C#C)F)C(C#N)(C)C)F 2-(4-(4-((1R,5S)-8-oxa-3-azabicyclo[3.2.1]octan-3-yl)-8-fluoro-2-morpholinopyrido[4,3-d]pyrimidin-7-yl)-5-ethynyl-6-fluoronaphthalen-2-yl)-2-methylpropanenitrile